FC=1C=C(C=CC1F)C1CC2(CC(C2)NC(=O)C=2C=C3CN(C(C3=CC2)=O)C2C(NC(CC2)=O)=O)C1 N-(6-(3,4-difluorophenyl)spiro[3.3]heptan-2-yl)-2-(2,6-dioxopiperidin-3-yl)-1-oxoisoindoline-5-carboxamide